3-[(3-chloro-2-methoxyphenyl)amino]-2-(3-{2-[(2R)-1-[(2E)-4-(morpholin-4-yl)but-2-enoyl]pyrrolidin-2-yl]ethynyl}pyridin-4-yl)-1H,5H,6H,7H-pyrrolo[3,2-c]pyridin-4-one ClC=1C(=C(C=CC1)NC1=C(NC2=C1C(NCC2)=O)C2=C(C=NC=C2)C#C[C@@H]2N(CCC2)C(\C=C\CN2CCOCC2)=O)OC